ClC1=CC(=C(CN2CCCC=3C=CC(=NC23)N2CCN(CC2)CC2=NC3=C(N2C[C@H]2OCC2)C=C(C=C3)C(=O)O)C=C1)F (S)-2-((4-(8-(4-chloro-2-fluorobenzyl)-5,6,7,8-tetrahydro-1,8-naphthyridin-2-yl)piperazin-1-yl)methyl)-1-(oxetan-2-ylmethyl)-1h-benzo[d]imidazole-6-carboxylic acid